CC=O methyl-(formaldehyde)